Dimethyl 1-(1-(tert-butoxycarbonyl)-7-methylazepan-3-yl)-3-methoxy-4-carbonyl-1,4-dihydropyridine-2,5-Dicarboxylate C(C)(C)(C)OC(=O)N1CC(CCCC1C)N1C(=C(C(C(=C1)C(=O)OC)=C=O)OC)C(=O)OC